C(C)(C)(C)C1=C(C(C=NC2C(CCCC2)N=CC=2C(O)=C(C=C(C2)C(C)(C)C)C(C)(C)C)=CC(=C1)C(C)(C)C)O N,N'-bis(3,5-di-tert-butylsalicylidene)-1,2-cyclohexanediamine